4-[(5-phenyltetrazol-1-yl)methyl]benzohydroxamic acid C1(=CC=CC=C1)C1=NN=NN1CC1=CC=C(C(=O)NO)C=C1